ClC1=NC(=CC=C1C(=O)NS(=O)(=O)C=1C=C(OCCCC2CCC(N2C(=O)OC(C)(C)C)(C)C)C=CC1)N1N=C(C=C1)OCCC1(CC1)C(F)(F)F tert-Butyl 5-[3-[3-[[2-chloro-6-[3-[2-[1-(trifluoromethyl)cyclopropyl]ethoxy] pyrazol-1-yl]pyridine-3-carbonyl]sulfamoyl]phenoxy]propyl]-2,2-dimethyl-pyrrolidine-1-carboxylate